ClC1=CC(=C(C=C1)C1=CC=[N+](C(=C1)C1CC1)C=O)C1=NN=CN1C 4-(4-chloro-2-(4-methyl-4H-1,2,4-triazol-3-yl)phenyl)-6-cyclopropylpyridiniumcarbaldehyde